N-(1-Cyanocyclopropyl)-3-(5-(difluoromethyl)-1,3,4-thiadiazol-2-yl)-7-(4-(isopropylsulfonyl)piperazin-1-yl)-methyl-1H-indazole-5-sulfonamide C(#N)C1(CC1)NS(=O)(=O)C=1C=C2C(=NN(C2=C(C1)N1CCN(CC1)S(=O)(=O)C(C)C)C)C=1SC(=NN1)C(F)F